BrC1=CC=C(C=C1)C1=NC(C2=CC3=CC=CC=C3C2=N1)=O 3-(4-bromophenyl)-2,4-diazafluorenone